1-((3-(3-chloro-6a,7,9,10-tetrahydrodipyrazino[2,3-b:1',2'-d][1,4]thiazin-8(6H)-yl)-2-hydroxy-3-oxopropoxy)methyl)isoindolin ClC=1C=NC2=C(SCC3N2CCN(C3)C(C(COCC3NCC2=CC=CC=C32)O)=O)N1